C(C)(C)(C)NC(C1=CC=C(C=C1)CNNCCOC(F)(F)F)=O N-(tert-butyl)-4-((2-(2-(trifluoromethoxy)ethyl)hydrazineyl)methyl)benzamide